4-(2-bromoethoxy)phenyl-3-(4-bromophenyl)-2-propen-1-one BrCCOC1=CC=C(C=C1)C(C=CC1=CC=C(C=C1)Br)=O